FC1=C(C=C(C=C1)NC(=O)C1=C(N(C(=C1C)C(C(=O)N[C@H]1[C@H](C[C@@H](CC1)O)F)=O)C)C)C N-(4-fluoro-3-methylphenyl)-5-(2-(((1R,2S,4R)-2-fluoro-4-hydroxycyclohexyl)amino)-2-oxoacetyl)-1,2,4-trimethyl-1H-pyrrole-3-carboxamide